2-cyclopropyl-N-(1-cyclopropyl-3-(methylsulfonyl)allyl)-4-phenoxypyrimidine-5-carboxamide C1(CC1)C1=NC=C(C(=N1)OC1=CC=CC=C1)C(=O)NC(C=CS(=O)(=O)C)C1CC1